C(C1=CC=CC=C1)C1N(CCC(C1)C#N)C(=O)OC(C)(C)C tert-butyl 2-benzyl-4-cyanopiperidine-1-carboxylate